(R)-6-chloro-N-(1-ethylpiperidin-3-yl)pyridazin-3-amine ClC1=CC=C(N=N1)N[C@H]1CN(CCC1)CC